FC(S(=O)(=O)OC=1C=2N(C=C(C1)OCC(C)(C)O)N=CC2C#N)(F)F 3-Cyano-6-(2-hydroxy-2-methyl propoxy)pyrazolo[1,5-a]pyridin-4-yl trifluoromethanesulfonate